tert-butyl 4-((3-methyl-1-(3-(trifluoromethyl)phenyl)-1H-pyrazolo[3,4-b]pyridin-5-yl)oxy)piperidine-1-carboxylate CC1=NN(C2=NC=C(C=C21)OC2CCN(CC2)C(=O)OC(C)(C)C)C2=CC(=CC=C2)C(F)(F)F